BrC=1C=C2C(=NN(C(C2=CC1)=O)CC(=O)NC1=NC=NC=C1F)OC(F)(F)F 2-[6-bromo-1-oxo-4-(trifluoromethoxy)phthalazin-2-yl]-N-(5-fluoropyrimidin-4-yl)acetamide